C(C)(C)OC([C@H](C)N(C(=O)C1=CC(=C2COCCN21)C(N[C@H](CC)C2=CC=CC=C2)=O)C)=O (S)-2-{methyl-[8-((R)-1-phenyl-propylcarbamoyl)-3,4-dihydro-1H-pyrrolo[2,1-c][1,4]oxazine-6-carbonyl]-amino}-propionic acid isopropyl ester